N-(2-methoxyethyl)-5-[[4-[5-(trifluoromethyl)-1,2,4-oxadiazol-3-yl]phenyl]methyl]-1,2,4-oxadiazole-3-carboxamide COCCNC(=O)C1=NOC(=N1)CC1=CC=C(C=C1)C1=NOC(=N1)C(F)(F)F